Cl.CC=1C=NC=2N(C1)N=CC2N 6-methylPyrazolo[1,5-a]Pyrimidine-3-amine hydrochloride